ClC1=NC=C(C(=N1)C1=CN(C2=CC(=CC=C12)[N+](=O)[O-])C)F 3-(2-chloro-5-fluoro-pyrimidin-4-yl)-1-methyl-6-nitro-indole